(R)-2-(4-(2-acetyl-5-chlorophenyl)-5-methoxy-2-oxopyridin-1(2H)-yl)-4-methoxy-N-(1'-oxo-1'H-spiro[cyclobutane-1,3'-oxazolo[3,4-a]indol]-7'-yl)butanamide C(C)(=O)C1=C(C=C(C=C1)Cl)C1=CC(N(C=C1OC)[C@@H](C(=O)NC1=CC=2C=C3N(C2C=C1)C1(OC3=O)CCC1)CCOC)=O